ClC=1C2=C(C(=NN1)N[C@H]1[C@@H](CCCC1)O)CCOCC2 (1R,2R)-2-[(4-chloro-5,6,8,9-Tetrahydrooxepino[4,5-d]pyridazin-1-yl)amino]cyclohexan-1-ol